FC=1C=C(C(=O)[O-])C=C(C1)F 3,5-difluoro-benzoate